N-((2S)-1-((1-(8-acetyl-2-oxo-1,8-diazaspiro[4.5]decan-3-yl)-4-amino-3,4-dioxobutan-2-yl)amino)-1-oxo-3-phenylpropan-2-yl)quinoxaline-2-carboxamide C(C)(=O)N1CCC2(CC(C(N2)=O)CC(C(C(=O)N)=O)NC([C@H](CC2=CC=CC=C2)NC(=O)C2=NC3=CC=CC=C3N=C2)=O)CC1